BrC1C=2N([C@@H](CC1)C)C1=C(N2)C=C(C=C1Br)C(=O)NC1=CC=C(C=C1)OC(F)(F)Cl (1R)-4,9-dibromo-N-(4-(chlorodifluoromethoxy)phenyl)-1-methyl-1,2,3,4-tetrahydrobenzo[4,5]imidazo[1,2-a]pyridine-7-carboxamide